C(C1=CC=CC=C1)OC1C(COC1)(C#N)N1CCC(CC1)C1=C(C=C2C=NNC2=C1)Cl 4-(benzyloxy)-3-(4-(5-chloro-1H-indazol-6-yl)piperidin-1-yl)tetrahydrofuran-3-carbonitrile